3-[(3,4-dimethoxyphenyl)methyl]-7-methoxy-thiochromane COC=1C=C(C=CC1OC)CC1CSC2=CC(=CC=C2C1)OC